NC1=NC2=C(C=3N1N=C(N3)C3=NC=CC=C3)C(=C(N2CCN2CC=3C=C(C=NC3CC2)C)C(=O)O)Cl 5-amino-9-chloro-7-(2-(3-methyl-7,8-dihydro-1,6-naphthyridin-6(5H)-yl)ethyl)-2-(pyridin-2-yl)-7H-pyrrolo[3,2-e][1,2,4]triazolo[1,5-c]pyrimidine-8-carboxylic acid